CC1=CC=C(C=C1)S(=O)(=O)OCCOCCOCCOCCOCCOCCOCCN(C(=O)OC(C)(C)C)C(=O)OC(C)(C)C 2-[2-[2-[2-[2-[2-[2-[bis(tert-butoxycarbonyl)amino]ethoxy] ethoxy]ethoxy]ethoxy]ethoxy]ethoxy]ethyl 4-methylbenzenesulfonate